2-{[5-Fluoro-3-(3-{4-[4-(oxetan-3-yl)(2,2,3,3,5,5,6,6-2H8)piperazin-1-carbonyl]phenyl}-1,2-oxazol-5-yl)-1H-indazol-6-yl]oxy}ethan-1-ol FC=1C=C2C(=NNC2=CC1OCCO)C1=CC(=NO1)C1=CC=C(C=C1)C(=O)N1C(C(N(C(C1([2H])[2H])([2H])[2H])C1COC1)([2H])[2H])([2H])[2H]